ClC=1C=C2C(=C(C=NC2=CC1)S(=O)(=O)N1CCOCC1)NC1=C(C(=O)O)C=CC=C1 2-[(6-chloro-3-morpholinosulfonyl-4-quinolyl)amino]benzoic acid